C(CCCCC)NC(=O)NCCCCCC 1,3-dihexyl-urea